ethyl 3-(2-hydroxyethyl)-1-(4-methoxybenzyl)-3a,7a-dihydro-1H-pyrazolo[3,4-b]pyridine-4-carboxylate OCCC1=NN(C2N=CC=C(C21)C(=O)OCC)CC2=CC=C(C=C2)OC